COC(=O)[C@H]1N(C[C@@H](N(C1)CC1=CC=C(C=C1)OC)CO)C1=C(C=NC2=C(C(=NC=C12)Cl)F)[N+](=O)[O-] (2S,5R)-1-(7-chloro-8-fluoro-3-nitro-1,6-naphthyridin-4-yl)-5-(hydroxymethyl)-4-(4-methoxybenzyl)piperazine-2-carboxylic acid methyl ester